N1(CCC1)CCOC1=CC=C(CCNC2=NC=3N(C(=N2)N)N=C(N3)C=3OC=CC3)C=C1 N5-(4-(2-(azetidine-1-yl)ethoxy)phenethyl)-2-(furan-2-yl)-[1,2,4]triazolo[1,5-a][1,3,5]triazine-5,7-diamine